(S)-2-amino-butyramide N[C@H](C(=O)N)CC